CC1=C(OC=2C=C(C=CC2)O)C=CC=C1 3-(2-methylphenoxy)phenol